NC1=NC(=C(C=2N1C(N(N2)CCN2CCC2)=O)C2=CC(=NC(=C2)C)C)C2=CC=CC=C2 5-amino-2-[2-(azetidin-1-yl)ethyl]-8-(2,6-dimethyl-4-pyridinyl)-7-phenyl-[1,2,4]triazolo[4,3-c]pyrimidin-3-one